5,6,7,8-tetrafluoro-1,4-di(3,5-xylyl)phthalazine FC1=C2C(=NN=C(C2=C(C(=C1F)F)F)C1=CC(=CC(=C1)C)C)C1=CC(=CC(=C1)C)C